ClC1=C(C=C(OCC(=O)NC23CC(C2)(C3)NC(COC=3C=NC(=C(C3)C)C#N)=O)C=C1)F 2-(4-chloro-3-fluorophenoxy)-N-(3-{2-[(6-cyano-5-methylpyridin-3-yl)oxy]acetamido}bicyclo[1.1.1]pentan-1-yl)acetamide